6-(2-((2-(4-methoxyphenyl)-1H-benzo[d]imidazol-1-yl)methyl)phenoxy)hexanoic acid COC1=CC=C(C=C1)C1=NC2=C(N1CC1=C(OCCCCCC(=O)O)C=CC=C1)C=CC=C2